ClC1=CNC2=C(C=CC(=C12)Cl)NS(=O)(=O)C1=CC=C(C=C1)S(=O)(=O)NC1CN(C(CC1)=O)C N1-(3,4-dichloro-1H-indol-7-yl)-N4-(1-methyl-6-oxopiperidin-3-yl)benzene-1,4-disulfonamide